[Br-].BrCC1=CC=C(C[P+](C2=CC=CC=C2)(C2=CC=CC=C2)C2=CC=CC=C2)C=C1 4-bromomethyl-benzyl-triphenyl-phosphonium bromide